CN1N=CC(=C1C(=O)OC(C)(C)C)C1=NC=C(C=N1)OS(=O)(=O)C tert-butyl 1-methyl-4-(5-((methylsulfonyl)oxy)pyrimidin-2-yl)-1H-pyrazole-5-carboxylate